NCCCCCCCCN(C(=O)C1CN(CCC1)C1=CN=CC2=CC=CC=C12)C=1C=CC(N(C1)CC(=O)O)=O 2-{5-[N-(8-aminooctyl)1-(isoquinolin-4-yl)piperidine-3-amido]-2-oxopyridin-1-yl}acetic acid